C[NH+](CCCCCCCCCC)CCCCCCCCCC N-methyl-N,N-didecylammonium